1-(4-(6-(2-(phenylethynyl)phenyl)pyridine-2-yl)phenyl)ethan-1-one C1(=CC=CC=C1)C#CC1=C(C=CC=C1)C1=CC=CC(=N1)C1=CC=C(C=C1)C(C)=O